6-(4'-(((3-(DiMethylamino)propyl)amino)Methyl)-2,3,5,6-Tetrafluoro-[1,1'-Biphenyl]-4-yl)-2-Methyl-1H-benzo[d]Imidazol CN(CCCNCC1=CC=C(C=C1)C1=C(C(=C(C(=C1F)F)C=1C=CC2=C(NC(=N2)C)C1)F)F)C